C1(=CC=CC=C1)[B-](C1=CC=CC=C1)(C1=CC=CC=C1)C1=CC=CC=C1.C(C)N1CN(C=C1)C 1-ethyl-3-methylimidazole tetraphenyl-borate